C(CC)OC1=CC=C(C=C1)C1=C(C=CC=C1)NC1=CC=C(C=C1)C1=NN=C(S1)NC(C)=O N-[5-(4-{[2-(4-propoxyphenyl)phenyl]amino}phenyl)-1,3,4-thiadiazol-2-yl]acetamide